C(C)(=O)N(C(C(=O)NCC(=O)O)C(C)C)C1=CC(=CC=C1)C(F)(F)F {2-[acetyl-(3-trifluoromethyl-phenyl)-amino]-3-methyl-butyrylamino}-acetic acid